Cl.Cl.N[C@H](C(=O)OCC1=CC(=NC(=C1)Cl)Cl)CCC1=C2C=CC=NC2=CC=C1 (2,6-dichloropyridin-4-yl)methyl (S)-2-amino-4-(quinolin-5-yl)butanoate dihydrochloride